CN1C(C2=C(C(=C1)C)SC=C2NC(OC(C)(C)C)=O)=O Tert-butyl (5,7-dimethyl-4-oxo-4,5-dihydrothieno[3,2-c]pyridin-3-yl)carbamate